N[C@H](C=1C=C2N(N=CC(=C2)CC2C(N[C@@H](C2)C(F)(F)F)=O)C1)C1CCC(CC1)(F)F (5S)-3-((6-((S)-amino(4,4-difluorocyclohexyl)methyl)pyrrolo[1,2-b]pyridazin-3-yl)methyl)-5-(trifluoromethyl)pyrrolidin-2-one